CC1=NOC(=C1C=1C=C2C(=NC1)N(C(=C2I)C)C2=C(C#N)C=CC=N2)C 2-(5-(3,5-dimethylisoxazol-4-yl)-3-iodo-2-methyl-1H-pyrrolo[2,3-b]pyridin-1-yl)nicotinonitrile